(3E)-8,8-dimethoxy-3-octen-1-ol COC(CCC/C=C/CCO)OC